C1(=CCCCC1)CNC(CC1C(NC2=C(S1)N=CC=C2)=O)=O N-(cyclohex-1-en-1-ylmethyl)-2-(2-oxo-2,3-dihydro-1H-pyrido[2,3-b][1,4]thiazin-3-yl)acetamide